3-(1,4-dimethyl-1H-benzo[d][1,2,3]triazol-5-yl)-3-(3-(((R)-2-ethyl-2,3-dihydro-[1,4]oxazepino[7,6-f]isoquinolin-4(5H)-yl)methyl)-4-methylphenyl)-2,2-dimethylpropionic acid CN1N=NC2=C1C=CC(=C2C)C(C(C(=O)O)(C)C)C2=CC(=C(C=C2)C)CN2C[C@H](OC1=C3C=CN=CC3=CC=C1C2)CC